OC=1C=C2CC(C(C2=CC1O)=O)=CC1=CC(=C(C=C1)O)C(F)(F)F 5,6-dihydroxyl-2-(4-hydroxy-3-(trifluoromethyl)benzylidene)-2,3-dihydro-1H-indene-1-one